(R)-2-(5-(1-methylpiperidin-3-yl)-4,5-dihydro-3H-2,2a,5,6,7-pentaazaacenaphthylen-8-yl)-5-(trifluoromethyl)phenol CN1C[C@@H](CCC1)N1CCN2N=CC=3C(=NN=C1C32)C3=C(C=C(C=C3)C(F)(F)F)O